1-[1-(trifluoromethyl)cyclopropyl]triazol FC(C1(CC1)N1N=NC=C1)(F)F